C(C)(C)(C)C1=CC=C(C=C1)N1C(=CC2=C1N=C(N=C2)NC2=NC=C(C=C2)C(=O)N2CC1CCC(C2)N1)C(=O)N(C)C 7-(4-tert-butylphenyl)-2-[[5-(3,8-diazabicyclo[3.2.1]octane-3-carbonyl)pyridin-2-yl]amino]-N,N-dimethylpyrrolo[2,3-d]pyrimidine-6-carboxamide